BrC(C(=O)N)(C[N+](=O)[O-])Br 2,2-dibromo-3-nitropropanamide